6-(6-propyl-2-((5-(4-methylpiperazin-1-yl)pyridin-2-yl)amino)-7H-pyrrolo[2,3-d]pyrimidin-7-yl)pyridin C(CC)C1=CC2=C(N=C(N=C2)NC2=NC=C(C=C2)N2CCN(CC2)C)N1C1=CC=CC=N1